C1(=COC=2C1=CC=C1C2C=CC2=CC=CC=C21)C2=C(C1=CC3=CC=CC=C3C=C1C=C2)C2=C(C=CC=C2)C2=COC=1C2=CC=C2C1C=CC1=CC=CC=C12 (naphthobenzofuranyl)[(naphthobenzofuranyl)phenyl]anthracene